2-(benzo[d]thiazol-2-yl)-4-(3-(cyclopentyloxy)-4-methoxyphenyl)-4,5-dihydro-2H-pyrazolo[3,4-b]pyridin-6(7H)-one S1C(=NC2=C1C=CC=C2)N2N=C1NC(CC(C1=C2)C2=CC(=C(C=C2)OC)OC2CCCC2)=O